FC1=NC=CC(=C1B(O)O)OC (2-Fluoro-4-methoxypyridin-3-yl)boronic acid